C(C1=CC=CC=C1)OC=1C=C(C(=O)Cl)C=CC1[N+](=O)[O-] 3-(benzyloxy)-4-nitrobenzoyl chloride